C(C)(C)(C)OC(=O)NCC1=CC(=C(C=C1)NC(=O)C1=CC2=C(OCCC3=C2SC=C3)C=C1C=1C(=NC(=CC1)N1CCCCC1)C(=O)OC)C methyl 3-(9-((4-(((tert-butoxycarbonyl)amino)methyl)-2-methylphenyl)carbamoyl)-4,5-dihydrobenzo[b]thieno[2,3-d]oxepin-8-yl)-6-(piperidin-1-yl)picolinate